4,5-dihydro-2-(1-naphthylmethyl)-1H-imidazole C1(=CC=CC2=CC=CC=C12)CC=1NCCN1